COC(C(C(F)(F)F)(F)F)(C(C(F)(F)F)(F)F)C(F)(F)F 3-methoxyperfluoro(3-methylpentane)